FC1(C(C1)NC(=O)NC=1C(=NN2C1N=C(C=C2)N2[C@H](C[C@H](C2)O)C2=C(C=CC(=C2)F)F)F)F 1-(2,2-difluorocyclopropyl)-3-(5-((2R,4R)-2-(2,5-difluorophenyl)-4-hydroxypyrrolidin-1-yl)-2-fluoropyrazolo[1,5-a]pyrimidin-3-yl)urea